CC1=C2C(OC(C2=C(C=C1)C)=O)=O 4,7-dimethyl-1,3-isobenzofurandione